C(\C=C/CC)C(=O)O (Z)-pent-2-enecarboxylic acid